FC=1C=CC(=C2C=C(NC(C12)=O)CCCN1CCN(CC1)C=1SC=CN1)C 8-fluoro-5-methyl-3-(3-(4-(thiazole-2-yl)piperazin-1-yl)propyl)isoquinolin-1(2H)-one